NC1=C(C(=NC=C1)Cl)C(C)(O)C(C(=O)OC(C)(C)C)CC(=O)OC(C)(C)C 1,4-Di-tert-butyl 2-[1-(4-amino-2-chloropyridin-3-yl)-1-hydroxyethyl]butanedioate